1-(3,4-diaminophenyl)pyrrolidin-2-one NC=1C=C(C=CC1N)N1C(CCC1)=O